TriMethylSilylPhosphate C[Si](C)(C)OP(=O)([O-])[O-]